2,4-diMethyl-pyrrole CC=1NC=C(C1)C